5-(1'-Cyclopropyl-[1,4'-bipiperidin]-4-yl)-7-fluoro-1-methyl-2-(4-(methylsulfonyl)phenyl)-1H-benzo[d]imidazol C1(CC1)N1CCC(CC1)N1CCC(CC1)C1=CC2=C(N(C(=N2)C2=CC=C(C=C2)S(=O)(=O)C)C)C(=C1)F